CN(C)C1=C(C[Ti+2])C=CC=C1 2-(N,N-dimethylamino)benzyl-titanium (III)